CN(\C(\CCCCCC(=O)OCC)=C/CCCCCCCCCCCCCCCC)C ethyl (7Z)-l-7-(dimethylamino)tetracos-7-enoate